1-(6-chloro-2-{[5-chloro-1-(2-hydroxy-2-methylpropyl)-1H-pyrazol-4-yl]amino}quinazolin-7-yl)piperidin-4-ol ClC=1C=C2C=NC(=NC2=CC1N1CCC(CC1)O)NC=1C=NN(C1Cl)CC(C)(C)O